C(C)C1=CN=C(S1)C=1C=C(OC[C@H]2CN(CCO2)C(=O)O)C=C(C1F)C(=O)OC (R)-2-((3-(5-ethylthiazol-2-yl)-4-fluoro-5-(methoxycarbonyl)phenoxy)methyl)morpholine-4-carboxylic acid